3-(3-((6-(2-(1H-pyrazol-1-yl)ethoxy)pyridin-3-yl)methyl)isoxazol-5-yl)pyridin-2-amine N1(N=CC=C1)CCOC1=CC=C(C=N1)CC1=NOC(=C1)C=1C(=NC=CC1)N